4-(4,4-difluoropiperidine-1-carbonyl)-3-(2-ethylpyrazol-3-yl)benzonitrile FC1(CCN(CC1)C(=O)C1=C(C=C(C#N)C=C1)C=1N(N=CC1)CC)F